1-[(5-chloro-2-oxo-2,3-dihydro-1H-indol-1-yl)methyl]-1H-imidazole-5-carbonitrile ClC=1C=C2CC(N(C2=CC1)CN1C=NC=C1C#N)=O